ClC=1C=C(C=C(C1)Cl)N1[C@H](CNC[C@H]1C)C (2S,6R)-1-(3,5-dichlorophenyl)-2,6-dimethyl-piperazine